(2R)-N-((S or R)-(3-chloro-2,4-difluoro-phenyl)(5-fluoro-6-(trifluoromethyl)pyridin-2-yl)methyl)-2-methyl-3-oxopiperazine-1-carboxamide ClC=1C(=C(C=CC1F)[C@H](NC(=O)N1[C@@H](C(NCC1)=O)C)C1=NC(=C(C=C1)F)C(F)(F)F)F |o1:8|